C(C)(C)(C)OC(=O)N1C2CC(CC1CCC2)NC2=C1C=CC=NC1=CC(=N2)NC=2SC(=CN2)CO (3-exo)-3-((7-((5-(hydroxymethyl)thiazol-2-yl)amino)-1,6-naphthyridin-5-yl)amino)-9-azabicyclo[3.3.1]nonane-9-carboxylic acid tert-butyl ester